COC=1C=C2C=C(NC2=CC1)CN1CCN(CC1)C1=CC=NC=C1 5-methoxy-2-[[4-(4-pyridinyl)piperazin-1-yl]methyl]-1H-indole